N1=C(N=CC=C1)N1CCCCC1 pyrimidinyl-piperidine